tert-butyl (2R)-2-{[(4-{3-[(3-chloro-5-fluoro-2-methoxyphenyl)amino]-4-oxo-1H,5H,6H,7H-pyrrolo[3,2-c]pyridin-2-yl}pyridin-3-yl)oxy]methyl}azetidine-1-carboxylate ClC=1C(=C(C=C(C1)F)NC1=C(NC2=C1C(NCC2)=O)C2=C(C=NC=C2)OC[C@@H]2N(CC2)C(=O)OC(C)(C)C)OC